N-(methyl-d3)-4-((4-(5-ethyl-2H-tetrazol-2-yl)-2-(trifluoromethoxy)phenyl)amino)pyridazine-3-carboxamide C(NC(=O)C=1N=NC=CC1NC1=C(C=C(C=C1)N1N=C(N=N1)CC)OC(F)(F)F)([2H])([2H])[2H]